C1(CC1)NS(=O)(=O)C1=CC(=C(C=C1)N1CCCCC1)[N+](=O)[O-] N-cyclopropyl-3-nitro-4-(piperidin-1-yl)benzenesulfonamide